N-(2,3-xylyl)maleimide C1(=C(C(=CC=C1)C)C)N1C(C=CC1=O)=O